bis(cyclopentadienyl)bis[2,6-difluoro-3-(N-hexyl-(2-ethyl-2-methylbutyryl)amino)phenyl]titanium C1(C=CC=C1)[Ti](C1=C(C(=CC=C1F)N(CCCCCC)C(C(CC)(CC)C)=O)F)(C1=C(C(=CC=C1F)N(CCCCCC)C(C(CC)(C)CC)=O)F)C1C=CC=C1